COC=1C=C(C=CC1)C#CC1=C(C=CC=C1)NC(C)=O N-(2-((3-methoxyphenyl)ethynyl)phenyl)acetamide